C1=C(C=CC2=CC=CC=C12)N(C1=CC=C(C=C1)N)C1=CC2=CC=CC=C2C=C1 N,N-di(β-naphthyl)p-phenylenediamine